3-(2-methyl-2H-indazol-5-yl)-7-(8-methyl-8-azabicyclo[3.2.1]oct-2-en-3-yl)quinazolin-4(3H)-one CN1N=C2C=CC(=CC2=C1)N1C=NC2=CC(=CC=C2C1=O)C1=CC2CCC(C1)N2C